(3-methoxy-4-(4-methyl-1H-imidazol-1-yl)phenyl)(4'-methoxy-[1,1'-biphenyl]-4-yl)methanone Benzyl-(2-oxocyclohex-3-en-1-yl)carbamate C(C1=CC=CC=C1)N(C(O)=O)C1C(C=CCC1)=O.COC=1C=C(C=CC1N1C=NC(=C1)C)C(=O)C1=CC=C(C=C1)C1=CC=C(C=C1)OC